Cl.C1N=C(C2=CC=CC=C12)N 1H-isoindol-3-amine, Hydrochloride